O1CC(C1)CCN 2-(oxetan-3-yl)ethanamine